CNC=1N=CC(=C2C=C(N=CC12)NC(=O)C1CC1)C=1OC2=C(N1)C=CC=C2B2OC(C(O2)(C)C)(C)C N-(8-(methylamino)-5-(7-(4,4,5,5-tetramethyl-1,3,2-dioxaborolan-2-yl)benzo[d]oxazol-2-yl)-2,7-naphthyridin-3-yl)cyclopropanecarboxamide